methylenedihydro-1'h,3'h-spiro[cyclopropane-1,2'-pyrrolizine] C=C1C2(CN3CCC=C13)CC2